FC=1OC2=C(C1)C=C(C=C2)C=2C(=NC(=CN2)CCC(F)(F)F)N2CCC(CC2)C(=O)O 1-(3-(2-fluorobenzofuran-5-yl)-6-(3,3,3-trifluoropropyl)pyrazin-2-yl)piperidine-4-carboxylic acid